FC(C(C(F)(F)F)(O)C1=CC=C(C=C1)C1=CC=C(C=C1)CN1C[C@@H](N(CC1)CC1=CC=NC=C1)C(=O)OC(C)C)(F)F isopropyl (R)-4-((4'-(1,1,1,3,3,3-hexafluoro-2-hydroxypropan-2-yl)-[1,1'-biphenyl]-4-yl)methyl)-1-(pyridin-4-ylmethyl)piperazine-2-carboxylate